COC1=C(C(=CC=C1)OC)C1=CC(=NN1C1=C(C=C(C=C1)NCCCCCN(C)C)C(C)C)C(=O)NC1(C2CC3CC(CC1C3)C2)C(=O)OC(C)(C)C tert-butyl 2-(5-(2,6-dimethoxyphenyl)-1-(4-((5-(dimethylamino)pentyl)amino)-2-isopropylphenyl)-1H-pyrazole-3-carboxamido)adamantane-2-carboxylate